C1N(CCCC12CCCCC2)C2=CC(=NC(=N2)C(F)(F)F)N(C)CC2CN(C2)C(=O)OC(C)(C)C tert-butyl 3-(((6-(2-azaspiro[5.5]undecan-2-yl)-2-(trifluoromethyl)pyrimidin-4-yl)(methyl)amino)methyl)azetidine-1-carboxylate